N-(2-fluoro-3-{6-oxo-4-[6-(trifluoromethyl)pyridin-3-yl]-1,6-dihydropyrimidin-2-yl}-4-(trifluoromethyl)benzyl)isobutyramide FC1=C(CNC(C(C)C)=O)C=CC(=C1C=1NC(C=C(N1)C=1C=NC(=CC1)C(F)(F)F)=O)C(F)(F)F